tert-butyl 3-(3-{[(2R,3S,4S)-1-(tert-butoxycarbonyl)-4-[(tert-butoxycarbonyl)oxy]-2-[(4-methoxyphenyl)methyl]pyrrolidin-3-yl]oxy}-3-oxopropyl)-2,4-dioxoimidazolidine-1-carboxylate C(C)(C)(C)OC(=O)N1[C@@H]([C@@H]([C@H](C1)OC(=O)OC(C)(C)C)OC(CCN1C(N(CC1=O)C(=O)OC(C)(C)C)=O)=O)CC1=CC=C(C=C1)OC